bis(cyclopentadienyl)bis[2,6-difluoro-3-(N-(4-methylphenylmethyl)-2,2-dimethylpentanoylamino)phenyl]titanium C1(C=CC=C1)[Ti](C1=C(C(=CC=C1F)N(CC1=CC=C(C=C1)C)C(C(CCC)(C)C)=O)F)(C1=C(C(=CC=C1F)N(CC1=CC=C(C=C1)C)C(C(CCC)(C)C)=O)F)C1C=CC=C1